ClC1=NC(=CC=C1C=1C=NN(C1)CC1(CCCC1)F)C(F)F 2-chloro-6-(difluoromethyl)-3-(1-((1-fluorocyclopentyl)methyl)-1H-pyrazol-4-yl)pyridine